Tert-butyl (2-(methylthio)ethyl)carbamate CSCCNC(OC(C)(C)C)=O